quinazolin-7-yl-naphthalen-2-ol N1=CN=CC2=CC=C(C=C12)C1=C(C=CC2=CC=CC=C12)O